BrC=1N=NN(C1C)C 4-bromo-1,5-dimethyl-1H-1,2,3-triazole